C(C)(CC)N=CC=NC(C)CC 1,4-di-sec-butyl-1,4-diaza-1,3-butadiene